(2R,4R)-4-((4-acetyl-3-methyl-5-fluoro-6-((5-methyl-1H-pyrazol-3-yl)amino)pyridin-2-yl)methyl)-1-(3-chloro-2-fluorobenzyl)-2-methylpiperidine-4-carboxylic acid C(C)(=O)C1=C(C(=NC(=C1F)NC1=NNC(=C1)C)C[C@@]1(C[C@H](N(CC1)CC1=C(C(=CC=C1)Cl)F)C)C(=O)O)C